(2-(trimethylstannyl)pyridin-4-yl)methanol C[Sn](C1=NC=CC(=C1)CO)(C)C